O1CC(C1)OC(=O)N1CC2(C1)CN(C2)C2=CC(=C1C(=N2)C(=CS1)C(NC)=O)C(F)(F)F 6-(3-(methylcarbamoyl)-7-(trifluoromethyl)thieno[3,2-b]pyridin-5-yl)-2,6-diazaspiro[3.3]heptane-2-carboxylic acid oxetan-3-yl ester